ClC1=NC2=CC=C(C=C2C(=N1)NC(C)(C1=NC=CC=N1)C)[N+](=O)[O-] 2-chloro-N-(1-methyl-1-pyrimidin-2-yl-ethyl)-6-nitro-quinazolin-4-amine